4-[4-(oxetan-3-yl)piperazin-1-yl]pent-2-enenitrile HCl Cl.O1CC(C1)N1CCN(CC1)C(C=CC#N)C